C(C)(=O)C1=NC=C(C=N1)OC1=CC=C(C=C1)C(C)(C)C1=CC=C(OC[C@H]2N(CC2)C=2C=C3C(N(C(C3=CC2)=O)C2C(NC(CC2)=O)=O)=O)C=C1 5-((S)-2-((4-(2-(4-((2-acetylpyrimidine-5-yl)oxy)phenyl)propan-2-yl)phenoxy)methyl)azetidin-1-yl)-2-(2,6-dioxopiperidin-3-yl)Isoindoline-1,3-dione